O[14CH2][C@H](N)[C@H](O)\C=C\CCCCCCCCCCCCC [14C]sphingosine